4-(2,6-diazaspiro[3.3]heptan-2-ylmethyl)-2-(2,6-dioxo-3-piperidyl)isoindoline-1,3-dione C1N(CC12CNC2)CC2=C1C(N(C(C1=CC=C2)=O)C2C(NC(CC2)=O)=O)=O